C=1(C(=CC=CC1)C)C 2,1-xylene